CC1=C(OC=2C=NNC2)C(=CC=C1)C 4-(2,6-dimethylphenoxy)-1H-pyrazole